C1(=CC=CC=C1)C1=C(C(=C(C=C1)C1=CC=CC=C1)C1=CC=CC=C1)C1=CC=CC=C1 Tetraphenyl-benzene